BrC1=CC=C(C=C1)C=1C=C(C=2N(C1)C=C(N2)C2=CC=CC=C2)C2=CC=C(C(=O)OC)C=C2 methyl 4-(6-(4-bromophenyl)-2-phenylimidazo[1,2-a]pyridin-8-yl)benzoate